5-(piperidin-4-yl)-1H-benzo[d][1,2,3]triazole N1CCC(CC1)C1=CC2=C(NN=N2)C=C1